3-(6-methylpyridin-2-yl)-2,4,5,6-tetrakis(9H-pyrido[2,3-b]indol-9-yl)benzonitrile CC1=CC=CC(=N1)C=1C(=C(C#N)C(=C(C1N1C2=C(C3=CC=CC=C13)C=CC=N2)N2C1=C(C3=CC=CC=C23)C=CC=N1)N1C2=C(C3=CC=CC=C13)C=CC=N2)N2C1=C(C3=CC=CC=C23)C=CC=N1